C(C1=CC=CC=C1)(=O)N1CCN(CC1)C=1C(=NC2=CC(=CC(=C2N1)[C@@H](C)NC=1C(=NC(=CC1)Cl)C(=O)O)C)C#N (R)-3-((1-(3-(4-benzoylpiperazin-1-yl)-2-cyano-7-methylquinoxalin-5-yl)ethyl)amino)-6-chloropicolinic acid